4-(4-(5-(4-(4-methylpiperazin-1-yl)benzoylamino)-7H-pyrrolo[2,3-d]pyrimidin-4-yl)-1H-pyrazol-1-yl)piperidine-1-carboxylic acid tert-butyl ester C(C)(C)(C)OC(=O)N1CCC(CC1)N1N=CC(=C1)C=1C2=C(N=CN1)NC=C2NC(C2=CC=C(C=C2)N2CCN(CC2)C)=O